FC=1C=C2C(C=CN(C2=CC1)C(C)C)=O 6-fluoro-1-isopropylquinolin-4(1H)-one